NC1=C2C(=NC=N1)N(N=C2C2=CC=C(C=C2)OC2=CC=CC=C2)C(=CC=O)C=2N=CNC2 3-(4-amino-3-(4-phenoxyphenyl)-1H-pyrazolo[3,4-d]pyrimidin-1-yl)-3-(1H-imidazol-4-yl)prop-2-en-1-one